BrC=1C=C(C(=O)NN)C=C(C1)Br 3,5-dibromobenzoyl-hydrazine